N,N-dimethyl-3-(4,4,5,5-tetramethyl-1,3,2-dioxaborolan-2-yl)benzamide CN(C(C1=CC(=CC=C1)B1OC(C(O1)(C)C)(C)C)=O)C